benzyl ((1r,4r)-4-((5-chloro-4-(5-(cyclopropylmethyl)-1-methyl-1H-pyrazol-4-yl)pyrimidin-2-yl)amino)cyclohexyl)(7-oxoheptyl)carbamate ClC=1C(=NC(=NC1)NC1CCC(CC1)N(C(OCC1=CC=CC=C1)=O)CCCCCCC=O)C=1C=NN(C1CC1CC1)C